COC(C(C(C)(C)C)NC(=O)C1=NN(C2=CC=CC=C12)CCCC=C)=O 3,3-dimethyl-2-[1-(4-penten-1-yl)-1H-indazole-3-carboxamido]butanoic acid methyl ester